diethyl ((3-bromo-5-carbamoyl-7-hydroxybenzo[b]thiophen-2-yl)difluoromethyl)phosphonate BrC=1C2=C(SC1C(F)(F)P(OCC)(OCC)=O)C(=CC(=C2)C(N)=O)O